C12N(C(CC2C1)C(=O)[O-])C(=O)[O-] 2-azabicyclo[3.1.0]hexane-2,3-dicarboxylate